4-{2-butyl-1-[4-(4-chloro-phenoxy)-phenyl]-1H-imidazol-4-yl}-phenol C(CCC)C=1N(C=C(N1)C1=CC=C(C=C1)O)C1=CC=C(C=C1)OC1=CC=C(C=C1)Cl